O=C1NCCC12NCCN(C2)C(=O)OC(C)(C)C Tert-Butyl 1-Oxo-2,6,9-Triazaspiro[4.5]Decane-9-Carboxylate